C(C1=CC=CC=C1)(C1=CC=CC=C1)(C1=CC=CC=C1)OCCCN(CC(CCCCCCCCCC)O[Si](C(C)(C)C)(C)C)CC(CCCCCCCCCC)O[Si](C)(C)C(C)(C)C [3-(trityloxy)propyl]bis{2-[(tert-butyl)bis(methyl)siloxy]dodecyl}amine